C(C)(C)OC1=CC(N(C=C1C=1C=NN(C1)[C@H](C)C1=CC=CC=C1)C)=O (R)-4-isopropoxy-1-methyl-5-(1-(1-phenylethyl)-1H-pyrazol-4-yl)pyridin-2(1H)-one